[SiH3]O[Cr](=O)(=O)[O-] silylchromate